m-[7-(trifluoromethyl)-2,3,4,5-tetrahydro-1-benzoxepin-3-yl]benzoic acid FC(C=1C=CC2=C(CCC(CO2)C=2C=C(C(=O)O)C=CC2)C1)(F)F